FC1=C(C(=CC=C1)OC)C1=CC(=NC=C1C(=O)NC=1SC(=NN1)OCC12CCC(CC1)(CC2)F)C 4-(2-fluoro-6-methoxyphenyl)-N-(5-((4-fluoro-bicyclo(2.2.2)oct-1-yl)methoxy)-1,3,4-thiadiazol-2-yl)-6-methylnicotinamide